[1-(cyclopropylmethyl)-1H-pyrrolo[2,3-b]pyridin-2-yl]-N-[(3R,4R)-4-[(2E)-4-(dimethylamino)but-2-enamido]pyrrolidin-3-yl]-N,1-dimethyl-1H-1,3-benzodiazole-5-carboxamide hydrochloride Cl.C1(CC1)CN1C(=CC=2C1=NC=CC2)C2=NC1=C(N2C)C=CC(=C1)C(=O)N(C)[C@@H]1CNC[C@H]1NC(\C=C\CN(C)C)=O